2-((4-(((2,3-difluorophenyl)(phenyl)carbamoyloxy)methyl)cyclohexyl)methoxy)acetic acid FC1=C(C=CC=C1F)N(C(=O)OCC1CCC(CC1)COCC(=O)O)C1=CC=CC=C1